delta-tocopheryl acetate CC1=CC(=CC2=C1O[C@](CC2)(C)CCC[C@H](C)CCC[C@H](C)CCCC(C)C)OC(=O)C